2-(3,6-diazabicyclo[3.1.1]heptan-3-yl)-7-(thiazol-2-yl)-5-(1,1,1-trifluoro-2-methoxypropan-2-yl)benzo[d]oxazole C12CN(CC(N1)C2)C=2OC1=C(N2)C=C(C=C1C=1SC=CN1)C(C(F)(F)F)(C)OC